(8R,9S,10S)-10-((dimethylamino)methyl)-N-(4-methoxyphenyl)-2-methyl-9-(4-(phenylethynyl)phenyl)-1,6-diazabicyclo[6.2.0]decane-6-carboxamide CN(C)C[C@@H]1[C@@H]([C@@H]2CN(CCCC(N12)C)C(=O)NC1=CC=C(C=C1)OC)C1=CC=C(C=C1)C#CC1=CC=CC=C1